[N+2].[NH4+] ammonium nitrogen(ii)